3-(1-(3-aminopropyl)-5-((4-((4-(2-(2,6-dioxopiperidin-3-yl)-1,3-dioxoisoindolin-5-yl)piperazin-1-yl)methyl)piperidin-1-yl)methyl)-1H-indol-3-yl)benzonitrile NCCCN1C=C(C2=CC(=CC=C12)CN1CCC(CC1)CN1CCN(CC1)C=1C=C2C(N(C(C2=CC1)=O)C1C(NC(CC1)=O)=O)=O)C=1C=C(C#N)C=CC1